ClC1=C(C=NC2=CC=CC=C12)N 4-chloroquinolin-3-amine